COC(NC=1N=C(C2=C(N1)C=NN2CC2=C(C=C(C=C2)CO)OC)O)=O (7-hydroxy-1-(4-(hydroxymethyl)-2-methoxybenzyl)-1H-pyrazolo[4,3-d]Pyrimidin-5-yl)carbamic acid methyl ester